FC1=CC=C(C=C1)C1=CC2=C(O[C@@]3(CN(CC3)C#N)C(N2)=O)N=C1 (S)-7-(4-Fluorophenyl)-2-oxo-1,2-dihydro-spiro[pyrido[2,3-b][1,4]oxazine-3,3'-pyrrolidine]-1'-carbonitrile